cyanopiperidine-1-carboximidamide C1CCN(C(C1)C#N)C(=N)N